3-bromo-2,2-bis(bromomethyl)propyl phosphate P(=O)(OCC(CBr)(CBr)CBr)([O-])[O-]